O1CCOC12CCC(CC2)C2=NC=C1C(=NC=NN12)O 7-(1,4-dioxaspiro[4.5]decan-8-yl)imidazo[5,1-f][1,2,4]triazin-4-ol